tris(N,N'-diisopropylacetamide) cerium [Ce].C(C)(C)N(C(C)=O)C(C)C.C(C)(C)N(C(C)=O)C(C)C.C(C)(C)N(C(C)=O)C(C)C